CNC(C1=CC(=CC=C1)NC1=NC2=CC=CC=C2C=N1)=O N-methyl-3-(quinazolin-2-ylamino)benzamide